methyl (2S)-2-[4-(2-chloropyrimidin-5-yl)-1,2,3-triazol-1-yl]-3-methylbutanoate ClC1=NC=C(C=N1)C=1N=NN(C1)[C@H](C(=O)OC)C(C)C